FC1=C(C=C2C(=CC(=NC2=C1)C=1C(=NNC1C(F)(F)F)C)C(C)C)C1=NN(C(=N1)C(=O)N(C)OC)C 3-(7-fluoro-4-isopropyl-2-(3-methyl-5-(trifluoromethyl)-1H-pyrazol-4-yl)quinolin-6-yl)-N-methoxy-N,1-dimethyl-1H-1,2,4-triazole-5-carboxamide